tert-butyl 4-[4-[3-cyano-4-[6-[4-(isopropylcarbamoyl)-4-methoxy-1-piperidyl]-3-pyridyl]pyrazolo[1,5-a]pyridin-6-yl]pyrazol-1-yl]piperidine-1-carboxylate C(#N)C=1C=NN2C1C(=CC(=C2)C=2C=NN(C2)C2CCN(CC2)C(=O)OC(C)(C)C)C=2C=NC(=CC2)N2CCC(CC2)(OC)C(NC(C)C)=O